CC(CC(=O)O)CC(CCCCCCCCCC)C 3,5-Dimethylpentadecanoic acid